8-n-butoxycarbonyltetracyclo[4.4.0.12,5.17,10]dodec-3-ene C(CCC)OC(=O)C1C2C3C4C=CC(C3C(C1)C2)C4